tert-butyl-([([(9H-fluoren-9-yl) methoxy] carbonyl) (cyclopropyl) amino] methyl) azetidine-1-carboxylate N1(CCC1)C(=O)OC(N(C1CC1)C(=O)OCC1C2=CC=CC=C2C=2C=CC=CC12)C(C)(C)C